BrC=1SC(=CN1)C=1OC(=NN1)C1=CC=CC=C1 (2-bromothiazol-5-yl)-5-phenyl-1,3,4-oxadiazole